ClC=1C(=C(C=2N(N1)C(C=C(N2)C)=O)C)C 7-chloro-2,8,9-trimethyl-pyrimido[1,2-b]Pyridazin-4-one